C(C)[C@]1(C(OCC=2C(N3CC=4C(=NC=5C=CC(=CC5C4CC)O)C3=CC21)=O)=O)O (S)-4,11-Diethyl-4,9-dihydroxy-1H-pyrano[3',4':6,7]indolizino[1,2-b]quinoline-3,14(4H,12H)-dione